fluoroaluminium sulphate S(=O)(=O)([O-])[O-].F[Al+2]